Amidinourea lead [Pb].C(N)(=N)NC(=O)N